ClC1=C(C=CC=C1)C1(N(C(C=2N=C(N=C(C21)NCC2=C(C=C(C=C2)OC)OC)SC)=O)CC2=CC=C(C=C2)OC)O 5-(2-chlorophenyl)-4-{[(2,4-dimethoxyphenyl)methyl]amino}-5-hydroxy-6-[(4-methoxyphenyl)methyl]-2-(methylsulfanyl)-5H,6H,7H-pyrrolo[3,4-d]pyrimidin-7-one